2,2'-oxybis(N-dodecyl-N-octylacetamide) O(CC(=O)N(CCCCCCCCCCCC)CCCCCCCC)CC(=O)N(CCCCCCCC)CCCCCCCCCCCC